O=C1NC(CCC1NC1=CC(=C(C=C1)N1CCN(CC1)CCOC=1C=NC(=NC1)C=1C=C(CN2N=C(C=CC2=O)C=2C=C(C#N)C=CC2)C=CC1)F)=O 3-(1-(3-(5-(2-(4-(4-((2,6-dioxopiperidin-3-yl)amino)-2-fluorophenyl)piperazine-1-yl)ethoxy)pyrimidin-2-yl)benzyl)-6-oxo-1,6-dihydropyridazin-3-yl)benzonitrile